C(C)(C)(C)OC(=O)N(C=1N(C(=CC1C#N)C)C1OCCCC1)C(=O)OC(C)(C)C 2-(bis(tert-butoxycarbonyl)amino)-3-cyano-5-methyl-1-(tetrahydro-2H-pyran-2-yl)-1H-pyrrole